ClC=1C=C2C(=NC(=NC2=C(C1C1=CC=CC2=C1N=C(S2)N)F)OC[C@H]2CN(CC2)C)N2CCNCC2 4-(6-chloro-8-fluoro-2-(((R)-1-methylpyrrolidin-3-yl)methoxy)-4-(piperazin-1-yl)quinazolin-7-yl)benzo[d]thiazol-2-amine